(3S*,4R*)-4-[4-(dimethylamino)-2,6-difluoro-phenyl]-2-oxopyrrolidine-3-carboxylic acid methyl ester COC(=O)[C@@H]1C(NC[C@H]1C1=C(C=C(C=C1F)N(C)C)F)=O |o1:4,8|